FC=1C=C(C=C(C1)C)C=1C=NC=C(C1N1CC(C1)(O)CNC(OCC1=CC=CC=C1)=O)C=O benzyl N-({1-[3-(3-fluoro-5-methylphenyl)-5-formylpyridin-4-yl]-3-hydroxyazetidin-3-yl}methyl)carbamate